N-[1-[2-(5-cyano-2-pyridyl)-1,2,4-triazol-3-yl]ethyl]-3-[cyclopropyl(difluoro)methyl]-5-(trifluoromethyl)benzamide C(#N)C=1C=CC(=NC1)N1N=CN=C1C(C)NC(C1=CC(=CC(=C1)C(F)(F)F)C(F)(F)C1CC1)=O